4-((1-(4-(5-(trifluoromethyl)-1,2,4-oxadiazol-3-yl)phenyl)-1H-pyrazol-4-yl)sulfonyl)morpholine FC(C1=NC(=NO1)C1=CC=C(C=C1)N1N=CC(=C1)S(=O)(=O)N1CCOCC1)(F)F